CC=1C=NN(C1)C=1C=C(C(=NC1)C=1SC=2N=C(SC2N1)N(C1CCNCC1)C)O 5-(4-Methylpyrazol-1-yl)-2-[5-[methyl(4-piperidyl)amino]thiazolo[5,4-d]thiazol-2-yl]pyridin-3-ol